(2S,4S)-1-acetyl-4-((3-(cyclopropylmethoxy)-4-(difluoromethoxy)phenyl)amino)pyrrolidine-2-carboxylic acid methyl ester COC(=O)[C@H]1N(C[C@H](C1)NC1=CC(=C(C=C1)OC(F)F)OCC1CC1)C(C)=O